BrCC=1C=CC=C2C=CC(=NC12)C 8-(bromomethyl)-2-methylquinoline